2-[4-(5-methyl-[1,2,4]triazolo[1,5-a]pyrimidin-7-yl)piperazin-1-yl]-1,3-benzothiazole CC1=NC=2N(C(=C1)N1CCN(CC1)C=1SC3=C(N1)C=CC=C3)N=CN2